(5aR,5bS,7aS,8S,10aS,10bR)-2-((3-fluorophenyl)amino)-5a,7a-dimethyl-5,5a,5b,6,7,7a,8,9,10,10a,10b,11-dodecahydro-4H-cyclopenta[7,8]phenanthro[2,1-d]thiazol-8-yl butyrate C(CCC)(=O)O[C@H]1CC[C@@H]2[C@@]1(CC[C@@H]1[C@]3(CCC=4N=C(SC4C3=CC[C@@H]21)NC2=CC(=CC=C2)F)C)C